C[C@@]12C(CC[C@H]1[C@@H]1CCC3CC(CC[C@]3(C)[C@H]1CC2)O)O androstan-3,17-diol